O=C1NC(C(N1)NC(=O)N)=O (2,5-Dioxo-4-imidazolidinyl)urea